6-(1-Methyl-1H-pyrazol-4-yl)-1,2,4-triazolo[4,3-b]pyridazin CN1N=CC(=C1)C=1C=CC=2N(N1)C=NN2